COC(=O)C=1C=C(C2=C(N(C=N2)C)C1)C1=CC=C(C=C1)OC(F)(F)F 1-Methyl-4-(4-(trifluoromethoxy)phenyl)-1H-benzo[d]imidazole-6-carboxylic acid methyl ester